C1(CC1)C1=CN=C2C(=N1)N(N=C2N)C2CC1(COC1)C2 6-cyclopropyl-1-(2-oxaspiro[3.3]heptan-6-yl)-1H-pyrazolo[3,4-b]pyrazin-3-amine